ClC=1C=NC(=NC1)N1CCC(CC1)CCCOC1=CC(=C(C(=C1)F)CC(=O)N1C[C@@H](CC1)CNC[C@@H]([C@H]([C@@H]([C@@H](CO)O)O)O)O)F 2-[4-[3-[1-(5-chloropyrimidin-2-yl)-4-piperidyl]propoxy]-2,6-difluoro-phenyl]-1-[(3S)-3-[[[(2S,3R,4R,5R)-2,3,4,5,6-pentahydroxyhexyl]amino]methyl]pyrrolidin-1-yl]ethanone